ONC(=N)C1CC(C1)NC([O-])=O (3-(N-hydroxycarbamimidoyl)cyclobutyl)carbamate